CC1=CC=C(C=C1)S(=O)(=O)O[C@H](CO[Si](C)(C)C(C)(C)C)[C@@H]1[C@H]([C@@H]2[C@@H](OC(O2)(C)C)O1)OCC1=CC=CC=C1 [(1R)-1-[(3aR,5S,6R,6aR)-6-benzyloxy-2,2-dimethyl-3a,5,6,6a-tetrahydrofuro[2,3-d][1,3]dioxol-5-yl]-2-[tert-butyl(dimethyl)silyl]oxy-ethyl] 4-methylbenzenesulfonate